4-(2-amino-4-pyridinyl)-6-(2-chlorophenyl)-1H-pyridin-2-one NC1=NC=CC(=C1)C1=CC(NC(=C1)C1=C(C=CC=C1)Cl)=O